tert-butyl (2R,3S)-2-((((1s,4S)-4-(2-(benzyloxy)-3,5-difluorophenyl)cyclohexyl)oxy)methyl)-3-((tert-butoxycarbonyl)(4-methoxybenzyl)amino)pyrrolidine-1-carboxylate C(C1=CC=CC=C1)OC1=C(C=C(C=C1F)F)C1CCC(CC1)OC[C@@H]1N(CC[C@@H]1N(CC1=CC=C(C=C1)OC)C(=O)OC(C)(C)C)C(=O)OC(C)(C)C